CC1(OB(OC1(C)C)C1C2CN(CC12)C(=O)OC(C)(C)C)C tert-butyl 6-(4,4,5,5-tetramethyl-1,3,2-dioxaborolan-2-yl)-3-azabicyclo[3.1.0]hexane-3-carboxylate